NC1CC(CCC1)NC1=NC(=C(C(=N1)C(=O)N)C1=C(C(=CC=C1)Cl)Cl)C 2-(3-Amino-cyclohexyl-amino)-5-(2,3-dichloro-phenyl)-6-methyl-pyrimidine-4-carboxylic acid amide